6-(3-amino-3-methyl-8-azabicyclo[3.2.1]oct-8-yl)-3-(naphthalen-2-yl)-1H-pyrazolo[3,4-d]pyrimidine-4-carbonitrile NC1(CC2CCC(C1)N2C2=NC(=C1C(=N2)NN=C1C1=CC2=CC=CC=C2C=C1)C#N)C